N=1N=NC=2C1CC(=NN2)CCC(=O)O triazolopyridazinepropanoic acid